CCCCCCCCCCCCOC(=O)CCSCCC(=O)OCCCCCCCCCCCC thiodipropionic acid dilauryl ester